(4-((6,7-dimethoxyquinazolin-4-yl)oxy)naphthalen-1-yl)-1-(4-fluorophenyl)-2-oxo-1,2,4,5,6,7-hexahydropyrazolo[1,5-a]pyridine-3-carboxamide COC=1C=C2C(=NC=NC2=CC1OC)OC1=CC=C(C2=CC=CC=C12)C1C=2N(CCC1)N(C(C2C(=O)N)=O)C2=CC=C(C=C2)F